N(CC1=CC2=C(C(=NO2)CC(C(=O)O)C2CNCC2)C=C1)(CC1=CC2=C(C(=NO2)CC(C(=O)O)C2CNCC2)C=C1)CC1=CC2=C(C(=NO2)CC(C(=O)O)C2CNCC2)C=C1 3,3',3''-((nitrilotris(methylene))tris(benzo[d]isoxazole-6,3-diyl))tris(2-(pyrrolidin-3-yl)propanoic acid)